ClC1=NC(=CC=C1N1N=NC(=C1)C(=O)O)C 1-(2-chloro-6-methylpyridin-3-yl)-1H-1,2,3-triazole-4-carboxylic acid